FC(C(=O)O)(F)F.NC1C(CCCC1)(O)C amino-1-methylcyclohexanol 2,2,2-trifluoroacetate